ClC=1C=C(C=C(C1)Cl)NC=1C2=C(N=CN1)C=CC(=N2)N2CC1(CCN1C(C=C)=O)C2 1-(6-(4-((3,5-Dichlorophenyl)amino)pyrido[3,2-d]pyrimidin-6-yl)-1,6-diazaspiro[3.3]heptan-1-yl)prop-2-en-1-one